(tolylcumyl)iodonium tetrakis(pentafluorophenyl)borate FC1=C(C(=C(C(=C1[B-](C1=C(C(=C(C(=C1F)F)F)F)F)(C1=C(C(=C(C(=C1F)F)F)F)F)C1=C(C(=C(C(=C1F)F)F)F)F)F)F)F)F.C1(=C(C=CC=C1)CC(C)(C1=CC=CC=C1)[IH+])C